1-(5H-imidazo[5,1-a]isoindol-5-yl)ethane-1,2-diol C=1N=CN2C1C1=CC=CC=C1C2C(CO)O